N-[9-[(2R,6R)-6-[[bis(4-methoxyphenyl)-phenyl-methoxy]methyl]-6-(hydroxymethyl)-4-isopropyl-morpholin-2-yl]-6-oxo-1H-purin-2-yl]-2-methyl-propanamide COC1=CC=C(C=C1)C(OC[C@]1(O[C@H](CN(C1)C(C)C)N1C=2N=C(NC(C2N=C1)=O)NC(C(C)C)=O)CO)(C1=CC=CC=C1)C1=CC=C(C=C1)OC